TRICYCLO[7.1.1.0(2,7)]UNDEC-2-EN-4-ONE C12C3=CC(CCC3CC(C1)C2)=O